3-(2-((tert-butoxycarbonyl)amino)ethoxy)benzoic acid C(C)(C)(C)OC(=O)NCCOC=1C=C(C(=O)O)C=CC1